CCCCCCCCC#C The molecule is an alkyne that is decane carrying a triple bond at position 1. It has a role as a metabolite. It is an alkyne and a terminal acetylenic compound.